FC(C1CC(C1)N(C(O)=O)C1=C(C(=NN1C)C1CCC1)C1CCC1)F.C(C)(=O)NC1=C(C(=O)NC=2SC(=C(N2)C)[N+](=O)[O-])C=CC(=C1)NCCN 2-acetamido-4-((2-aminoethyl)amino)-N-(4-methyl-5-nitrothiazol-2-yl)benzamide (1s,3s)-3-(difluoromethyl)cyclobutyl-(3,4-dicyclobutyl-1-methyl-1H-pyrazol-5-yl)carbamate